5-((4-(4-chloropyridin-2-yl)piperazin-1-yl)methyl)-2-(2,4-dioxotetrahydropyrimidine-1(2H)-yl)isoindoline-1,3-dione ClC1=CC(=NC=C1)N1CCN(CC1)CC=1C=C2C(N(C(C2=CC1)=O)N1C(NC(CC1)=O)=O)=O